CC(CCC)C1=C(C=CC=C1)C(C)CCC bis(2-pentyl)benzene